C(C=C)(=O)N1C[C@@H](CC1)N1C(N(C=2C=NC=CC21)C2=CC(=C(C=C2)OC=2C=C(C=CC2)C)Cl)=O (R)-1-(1-acryloylpyrrolidin-3-yl)-3-(3-chloro-4-(m-tolyloxy)phenyl)-1H-imidazo[4,5-c]pyridin-2(3H)-one